ClC=1C(=C(C=CC1)NC1=C(NC2=C1C(NCC2)=O)C2=C(C=NC=C2)C#CC(C)(C)OC)OC 3-((3-chloro-2-methoxyphenyl)amino)-2-(3-(3-methoxy-3-methylbut-1-yn-1-yl)pyridin-4-yl)-1,5,6,7-tetrahydro-4H-pyrrolo[3,2-c]pyridin-4-one